FC1=CC=C(C=C1)C=1C(=NN2C1N=C(NC2=O)S)C(F)(F)F 8-(4-fluorophenyl)-2-sulfanyl-7-(trifluoromethyl)-3H-pyrazolo[1,5-a][1,3,5]triazin-4-one